2-(cyclopropylmethoxy)-N-[1-(3-pyrimidin-2-ylpyrazin-2-yl)ethyl]-6-(trifluoromethyl)pyridine-4-carboxamide C1(CC1)COC1=NC(=CC(=C1)C(=O)NC(C)C1=NC=CN=C1C1=NC=CC=N1)C(F)(F)F